2-(4-((6-((4-chloro-2-fluoro-benzyl)oxy)-5-fluoropyridin-2-yl)oxy)piperidin-1-yl)acetamide ClC1=CC(=C(COC2=C(C=CC(=N2)OC2CCN(CC2)CC(=O)N)F)C=C1)F